C(C)(C)(C)OC(=O)C=1C(=CC=C2C=C(C(=NC12)OC)C(=O)O)C1CCC1 8-(tert-butoxycarbonyl)-7-cyclobutyl-2-methoxyquinoline-3-carboxylic acid